C(O)(O)=O.CC(CO)C(C)O 2-Methyl-butane-1,3-diol carbonate